1-(6,7-dihydro-5H-benzo[6,7]cyclohepta[1,2-c]pyridazin-3-yl)-N3-(3-fluoro-4-(N-methylpiperidin-4-yl-N-methylamino)phenyl)-1H-1,2,4-triazole-3,5-diamine N1=NC(=CC2=C1C1=C(CCC2)C=CC=C1)N1N=C(N=C1N)NC1=CC(=C(C=C1)N(CC1CCNCC1)C)F